tert-Butyl (2S,4R)-4-[3-(4-[3-cyano-4-methoxypyrazolo[1,5-a]pyridin-6-yl]-5-methylpyrazol-1-yl)azetidin-1-yl]-2-methylpyrrolidine-1-carboxylate C(#N)C=1C=NN2C1C(=CC(=C2)C=2C=NN(C2C)C2CN(C2)[C@@H]2C[C@@H](N(C2)C(=O)OC(C)(C)C)C)OC